(2S)-2-(8-(1-(benzyloxy)ethyl)-6-chloro-4-methyl-1,1-dioxido-3,4-dihydro-2H-benzo[e][1,2,4]thiadiazin-2-yl)-3-(6-fluoro-2,3-dimethylphenyl)butanoic acid C(C1=CC=CC=C1)OC(C)C1=CC(=CC=2N(CN(S(C21)(=O)=O)[C@H](C(=O)O)C(C)C2=C(C(=CC=C2F)C)C)C)Cl